FC1=C(OC(CCCCCCCCCC)P(O)(O)=O)C=CC(=C1F)C1CCC(CC1)CCCCC 1-[2,3-difluoro-4-(4-pentylcyclohexyl)phenoxy]undecylphosphonic acid